N1=CN=CC(=C1)C1=CN(C2=NC=CC(=C21)N2C[C@H](CC2)NC(OC(C)(C)C)=O)COCC[Si](C)(C)C tert-butyl N-[(3S)-1-[3-pyrimidin-5-yl-1-(2-trimethylsilylethoxymethyl) pyrrolo[2,3-b]pyridin-4-yl]pyrrolidin-3-yl]carbamate